BrC1=CN=C(S1)CO[Si](C)(C)C(C)(C)C 5-bromo-2-(((tert-butyldimethylsilyl)oxy)methyl)thiazole